C(CCCCCCCCCCCCCCCCCCCCCC=CCCC)(=O)O 23-heptacosenoic acid